FC(COC1=CC=C(C=C1)C1=C(N=C2N(C1=O)C=CC(=C2)OC)C(F)(F)F)(C)F 3-(4-(2,2-difluoropropoxy)phenyl)-8-methoxy-2-(trifluoromethyl)-4H-pyrido[1,2-a]pyrimidin-4-one